[K+].[K+].P(=O)([O-])([O-])OC[C@@H]1[C@H](C[C@@H](O1)N1C=NC=2C(N)=NC=NC12)O deoxyadenosine monophosphate dipotassium salt